C1(CCCCC1)CN1N=CC(=C1C)C=1C(=NC(=CC1)N1CC2=C(C=CC=C2CC1)C(NC=1SC=C(N1)C)=O)C(=O)NS(=O)(=O)CCCCCC(=O)OC(C)(C)C tert-butyl 6-[[3-[1-(cyclohexylmethyl)-5-methyl-pyrazol-4-yl]-6-[8-[(4-methylthiazol-2-yl)carbamoyl]-3,4-dihydro-1H-isoquinolin-2-yl]pyridine-2-carbonyl]sulfamoyl]hexanoate